COCOC=1C=NC=2N(C1)N=CC2 6-(methoxymethoxy)pyrazolo[1,5-a]pyrimidine